CN1C(=NN=C1C)C1=CC(=C(C=C1)NC=1N=CC2=C(N1)C(=NC(=C2)C)NCC(C)(C)C)OCC N2-(4-(4,5-dimethyl-4H-1,2,4-triazol-3-yl)-2-ethoxyphenyl)-6-methyl-N8-neopentylpyrido[3,4-d]pyrimidine-2,8-diamine